N1(CC=CC(=C1)N)N Pyridine-1,5-diamine